S(=O)(=O)([O-])[O-].OCC[NH+](CCO)CCO.[K+] potassium tris(2-hydroxyethyl)ammonium sulfate